N1N=C(C=C1)C=1C=C(C=CC1)NC(C1=CC=C(C=C1)N1C(OC[C@@H]1C(C)C)=O)=O (S)-N-(3-(1H-pyrazol-3-yl)phenyl)-4-(4-isopropyl-2-oxooxazolidin-3-yl)benzamide